(±)-trans-N-(6,8-dichloro-2,7-naphthyridin-3-yl)-2-(3-pyridyl)cyclopropanecarboxamide ClC=1C=C2C=C(N=CC2=C(N1)Cl)NC(=O)[C@H]1[C@@H](C1)C=1C=NC=CC1 |r|